FC=1C(=C(C=CC1)C1=NC=C2NC(N(C2=N1)CC1=CC=C(C=C1)N1N=C(C=C1)C1CCN(CC1)C)=O)C(C)C 2-(3-fluoro-2-isopropylphenyl)-9-(4-(3-(1-methylpiperidin-4-yl)-1H-pyrazol-1-yl)benzyl)-7,9-dihydro-8H-purin-8-one